C1(CC1)C1=NNC2=CC=C(C(=C12)C1=CC(=C(C=C1)S(=O)(=O)C)C)C#N 3-cyclopropyl-4-(3-methyl-4-methylsulfonylphenyl)-1H-indazole-5-carbonitrile